CC1(CCN(CC1)CC=1NC2=CC(=CC=C2C1)CNC(C1=CN=CC(=C1)N1CCCC1)=O)C N-((2-((4,4-dimethylpiperidin-1-yl)methyl)-1H-indole-6-yl)methyl)-5-(pyrrolidin-1-yl)nicotinamide